FC=1C=C(C=C(C1C1=C(CCCC2=C1C=CC(=C2)OC)C2=CC=CC=C2)F)N2CCC(CC2)C(OC)OC 1-(3,5-difluoro-4-(3-methoxy-8-phenyl-6,7-dihydro-5H-benzo[7]annulen-9-yl)phenyl)-4-(dimethoxymethyl)piperidine